6-chloro-11-ethyl-4-(trifluoromethyl)-8-oxa-3,5-diazatricyclo[7.4.0.02,7]Tridec-1(13),2,4,6,9,11-hexaene ClC=1N=C(N=C2C3=CC=C(C=C3OC12)CC)C(F)(F)F